C(CC=C)OC=1C=C(C=CC1)C1=CC=CC=C1 3-(3-buten-1-yloxy)-1,1'-biphenyl